N,N-diethylaminoethanethiol C(C)N(CC)C(C)S